[(1S)-3-[(3R)-3-[4-[5-[tert-butyl(dimethyl)silyl]oxy-1-tetrahydropyran-2-yl-indazol-3-yl]triazol-2-yl]butoxy]-1-methyl-propyl] methanesulfonate CS(=O)(=O)O[C@H](CCOCC[C@@H](C)N1N=CC(=N1)C1=NN(C2=CC=C(C=C12)O[Si](C)(C)C(C)(C)C)C1OCCCC1)C